(2-(4-fluorocyclohexyl)thiazol-4-yl)methanol FC1CCC(CC1)C=1SC=C(N1)CO